C(C1=CC=CC=C1)C(CC(F)(F)F)(C)NC(=O)C=1C=NC2=C(C=CC=C2C1)F N-[1-benzyl-3,3,3-trifluoro-1-methylpropyl]-8-fluoroquinoline-3-carboxamide